OC(C(=O)O)CC(C)C Hydroxy-4-methylvaleric acid